2-Phenylacetylacetylacetylsalicylamide C1(=CC=CC=C1)CC(=O)C=1C(=C(C(C(=O)N)=CC1)OC(C)=O)C(C)=O